O=C1NC=2C=3C1=CN=NC3C(=CC2)N2N=CC(=C2C(F)(F)F)C(=O)NC2=CC(=NC=C2)C(F)(F)F 1-(4-oxo-4,5-dihydropyrrolo[4,3,2-de]cinnolin-8-yl)-5-trifluoromethyl-N-(2-trifluoromethylpyridin-4-yl)-1H-pyrazole-4-carboxamide